3-((3-bromophenyl)(4-methyl-4H-1,2,4-triazol-3-yl)methyl)-cyclobutanol BrC=1C=C(C=CC1)C(C1CC(C1)O)C1=NN=CN1C